2-(6-methoxypyridin-2-yl)acetonitrile COC1=CC=CC(=N1)CC#N